Br.[N+](=O)([O-])C1=CC=C(C=C1)C[C@H](N)C=1N=C(SC1)C1=CC=CC=C1 (S)-2-(4-nitrophenyl)-1-(2-phenylthiazol-4-yl)ethanamine hydrobromide salt